(S)-1,2,3,10-tetramethoxy-7-(methylamino)-6,7-dihydrobenzo[a]heptalen-9(5H)-one COC1=C(C(=CC2=C1C1=CC=C(C(C=C1[C@H](CC2)NC)=O)OC)OC)OC